C(#N)C=1C=C2CCC[C@@H](C2=CC1)OC1=CC=CC(=N1)C1CCN(CC1)CC1=NC2=C(N1C[C@H]1OCC1)C=C(C=C2)C(=O)O 2-((4-(6-(((S)-6-cyano-1,2,3,4-tetrahydronaphthalen-1-yl)oxy)pyridin-2-yl)piperidin-1-yl)methyl)-1-(((S)-oxetan-2-yl)methyl)-1H-benzo[d]imidazole-6-carboxylic acid